N'-methyl-2-(2-oxo-1-(1-(4-(propan-2-ylidene)cyclohexyl)piperidin-4-yl)indolin-3-yl)acetohydrazide CNNC(CC1C(N(C2=CC=CC=C12)C1CCN(CC1)C1CCC(CC1)=C(C)C)=O)=O